C(C1=CC=CC=C1)SC1=CC=C(C=C1)CC=1C(=NC=2N(C1N1CCCC1)N=CN2)C 6-[(4-Benzylsulfanylphenyl)methyl]-5-methyl-7-pyrrolidin-1-yl-[1,2,4]triazolo[1,5-a]pyrimidine